N=1N(N=C2C1C=CC=C2)C2=C(C=C(C=C2)O)O 4-(2H-benzo[d][1,2,3]triazole-2-yl)benzene-1,3-diol